1-(6,7-dichloro-9-(1-methyl-1H-pyrazol-3-yl)-1,3,4,5-tetrahydro-2H-pyrido[4,3-b]indol-2-yl)-2-hydroxyethan-1-one ClC1=C(C=C(C=2C3=C(NC12)CCN(C3)C(CO)=O)C3=NN(C=C3)C)Cl